ClC1=CC=CC2=C1OC(C1=C2C=NC=2C=C(C=CC12)O)C1=CC=C(C=C1)OCCN1CC(C1)CF 7-chloro-5-(4-{2-[3-(fluoromethyl)azetidin-1-yl]ethoxy}phenyl)-5H-[1]benzopyrano[4,3-c]quinolin-2-ol